C(CCCCCCCCC(=O)OC1CC(N(C(C1)(C)C)C)(C)C)(=O)OC1CC(N(C(C1)(C)C)C)(C)C bis(1,2,2,6,6-pentamethyl-piperidin-4-yl) sebacate